C(#N)C1=NC=CC(=C1)C1=CN=C(O1)C(=O)N1[C@@H]2[C@H](CC1)[C@H](N(C2)C#N)C |o1:16,17,20| (+)-(3aR*,4R*,6aR*)-1-(5-(2-cyanopyridin-4-yl)oxazole-2-carbonyl)-4-methylhexahydropyrrolo[3,4-b]pyrrole-5(1H)-carbonitrile